C(C)(=O)NC1=NC=C(C(=C1)NC(OC(C)(C)C)=O)C(=C)C tert-butyl (2-acetamido-5-(prop-1-en-2-yl)pyridin-4-yl)carbamate